C(CCCC)OCOCOCCCCC pentoxymethyl ether